C(C1=CC=CC=C1)OC1=C(C=CC=C1)[C@](C=1NC2=CC=CC=C2C1C1=CC=CC=C1)(C=1NC=CC1)C1=CC=CC=C1 (S)-2-((2-(Benzyloxy)phenyl)(phenyl)(1H-pyrrol-2-yl)methyl)-3-phenyl-1H-indole